OCCN1CC2=C(CC1)N=C(S2)C=2C(=C(C=CC2)C2=C(C(=CC=C2)OCCCNC(C)=O)C)C N-(3-((3'-(5-(2-hydroxyethyl)-4,5,6,7-tetrahydrothiazolo[5,4-c]pyridin-2-yl)-2,2'-dimethyl-[1,1'-biphenyl]-3-yl)oxy)propyl)acetamide